((3aR,6aS)-5-(4,6-dimethylpyrimidin-2-yl)hexahydropyrrolo[3,4-c]pyrrol-2(1H)-yl)(2-(pyridin-2-yl)indolizin-1-yl)methanone CC1=NC(=NC(=C1)C)N1C[C@@H]2[C@H](C1)CN(C2)C(=O)C=2C(=CN1C=CC=CC21)C2=NC=CC=C2